[Ca].[La].[Mg] magnesium lanthanum calcium